C(C1CC(C(CC1)C(=O)O)C)C1CC(C(CC1)C(=O)O)C 4,4'-methylenebis(2-methylcyclohexane-1-carboxylic acid)